3-(3-(4,6-bis(2,4-dimethylphenyl)-1,3,5-triazin-2-yl)-5-(tert-butyl)-4-hydroxyphenyl)-N-(2-(2-hydroxyethoxy)ethyl)propionamide CC1=C(C=CC(=C1)C)C1=NC(=NC(=N1)C1=C(C=C(C=C1)C)C)C=1C=C(C=C(C1O)C(C)(C)C)CCC(=O)NCCOCCO